O=C1NC2=CC=CC=3C2=C1C=CC3 2-oxo-1,2-dihydrobenzo[cd]indole